(2R,3S)-2-Hydroxy-N-(2-methoxyphenyl)-3-[N-(2-methoxyphenyl)formamido]butanamide O[C@@H](C(=O)NC1=C(C=CC=C1)OC)[C@H](C)N(C=O)C1=C(C=CC=C1)OC